C(C1=CC=CC=C1)OC=1C=CC2=C(C(=C(O2)C)C(=O)NCC2CCN(CC2)C(=O)OC(C)(C)C)C1 tert-butyl 4-((5-(benzyloxy)-2-methylbenzofuran-3-carboxamido)methyl)piperidine-1-carboxylate